N-(4-chloro-3-cyano-1H-indol-7-yl)-1-[(1S)-2,2-difluoro-1-(hydroxymethyl)ethyl]pyrazole-4-sulfonamide ClC1=C2C(=CNC2=C(C=C1)NS(=O)(=O)C=1C=NN(C1)[C@H](C(F)F)CO)C#N